Ethyl 2-(6-(4-chlorophenyl)imidazo[1,2-b]pyridazin-2-yl)acetate ClC1=CC=C(C=C1)C=1C=CC=2N(N1)C=C(N2)CC(=O)OCC